(2S)-[4-(3-carbamoyl-4-hydroxyphenyl)thiazol-2-ylthio]N-{[4-(3,4-dichlorobenzyl)morpholin-2-yl]methyl}acetamide C(N)(=O)C=1C=C(C=CC1O)C=1N=C(SC1)SCC(=O)NC[C@H]1CN(CCO1)CC1=CC(=C(C=C1)Cl)Cl